C1=CC=CC=2C(OCC3=C(C21)C=CC=C3)=S dibenzo[c,e]oxepine-5(7H)-thione